1-(2-isopropoxybenzyl)-1H-indole-5-carboxylic acid C(C)(C)OC1=C(CN2C=CC3=CC(=CC=C23)C(=O)O)C=CC=C1